ClC=1C(=CC(=C(N)C1)F)C=1C=NC(=CC1)OCC(C)C 5-chloro-2-fluoro-4-(6-isobutoxypyridin-3-yl)aniline